CN1C=2N(CC[C@@H](C1=O)NC(=O)C1=NN3C(CCC[C@H]3C3=CC=CC=C3)=N1)N=CC2 (S)-N-((S)-4-methyl-5-oxo-5,6,7,8-tetrahydro-4H-pyrazolo[1,5-a][1,3]diazepin-6-yl)-5-phenyl-5,6,7,8-tetrahydro-[1,2,4]triazolo[1,5-a]pyridine-2-carboxamide